2-(2,6-dioxopiperidin-3-yl)-4-(4-((4-(6-(trifluoromethyl)pyridin-3-yl)piperazin-1-yl)methyl)benzylamino)isoindoline-1,3-dione O=C1NC(CCC1N1C(C2=CC=CC(=C2C1=O)NCC1=CC=C(C=C1)CN1CCN(CC1)C=1C=NC(=CC1)C(F)(F)F)=O)=O